Cl.C1=[NH+]C=CC=2C1=C1C=CC=CN1C2 pyrido[3,4-a]indolizinium hydrochloride